NN1C([C@@H](N=C(C2=C1C=CC(=C2Cl)Cl)C2=C(C=CC=C2F)F)C)=O (3S)-1-amino-6,7-dichloro-5-(2,6-difluorophenyl)-3-methyl-3H-1,4-benzodiazepin-2-one